N-((3R,6S)-6-((2-(5-(2-((3S,5R)-3,5-dimethylmorpholine-4-carbonyl)-4-fluorophenoxy)pyrimidin-4-yl)-2,7-diazaspiro[3.5]nonan-7-yl)methyl)tetrahydro-2H-pyran-3-yl)ethanesulfonamide C[C@@H]1N([C@@H](COC1)C)C(=O)C1=C(OC=2C(=NC=NC2)N2CC3(C2)CCN(CC3)C[C@@H]3CC[C@H](CO3)NS(=O)(=O)CC)C=CC(=C1)F